4-chloro-5-(difluoromethyl)-7-(2,4-dimethoxybenzyl)-5-methyl-6,7-dihydro-5H-pyrrolo[2,3-d]pyrimidine ClC=1C2=C(N=CN1)N(CC2(C)C(F)F)CC2=C(C=C(C=C2)OC)OC